(1S,4S)-5-{6-cyclopropyl-7-[6-fluoro-5-methyl-1-(oxan-2-yl)-1H-indazol-4-yl]-8-hydroxy-2-tert-Butyl [(oxan-4-yl)oxy]quinazolin-4-yl}-2,5-diazabicyclo[2.2.1]heptane-2-carboxylate C1(CC1)C=1C(=C2C(=NC(=NC2=C(C1C1=C2C=NN(C2=CC(=C1C)F)C1OCCCC1)O)C(C)(C)C)N1[C@@H]2CN([C@H](C1)C2)C(=O)[O-])OC2CCOCC2